CN(C)CC=1C=C(CNC(C2=CC(=CC=C2)CNC2=NC=C(C3=C2CCO3)C3=CC=NC=C3)=O)C=CC1 N-(3-((dimethylamino)methyl)benzyl)-3-(((7-(pyridin-4-yl)-2,3-dihydrofuro[3,2-c]pyridin-4-yl)amino)methyl)benzamide